NCCNC(=O)C1=CC=C(C=C1)C=1N=C2SC3=C(N2C1)C=CC(=C3)C(=O)NCCCN(CC)CC 2-(4-((2-aminoethyl)carbamoyl)phenyl)-N-(3-(diethylamino)propyl)benzo[d]imidazo[2,1-b]thiazole-7-carboxamide